FC1=C(C#N)C=C(C=C1)I 2-fluoro-5-iodobenzonitrile